FC=1C=C2C(C(=COC2=C(C1)F)C(=O)OC)C methyl 6,8-difluoro-4-methyl-4H-chromene-3-carboxylate